Oxo-6-(piperidine-1-carbonyl)-1,2-dihydrospiro[pyrido[2,3-b][1,4]oxazine-3,3'-pyrrolidine]-1'-carbonitrile O=C1N(CCC12CNC1=C(O2)N=C(C=C1)C(=O)N1CCCCC1)C#N